[2-(2-aminoethyl)phenyl]palladium (II) chloride NCCC1=C(C=CC=C1)[Pd]Cl